CN(C1=CC=C(C=C1)S(=O)(=O)N)C 4-(dimethylamino)benzenesulfonamide